C(#N)C(C(=O)O)=CC1=C2C=CC=NC2=C(C=C1)O 2-cyano-3-(8-hydroxyquinolin-5-yl)-acrylic acid